BrCC(=O)C1=CC(=C(C=C1)N1[C@H](CCC1)C)F (S)-2-bromo-1-(3-fluoro-4-(2-methylpyrrolidin-1-yl)phenyl)ethan-1-one